dimethylbenzylphosphine oxide CP(CC1=CC=CC=C1)(C)=O